C(CCCC)OCOCCCC(C)Cl 4-chloropentyl pentyloxymethyl ether